(E)-3-(4-Hydroxyphenyl)-1-[4-hydroxy-2-[(2R,3R,4S,5S,6S)-3,4,5-trihydroxy-6-(hydroxymethyl)oxan-2-yl]oxyphenyl]prop-2-en-1-one OC1=CC=C(C=C1)/C=C/C(=O)C1=C(C=C(C=C1)O)O[C@H]1O[C@H]([C@H]([C@@H]([C@H]1O)O)O)CO